tert-butyl N-([(1r,4r)-4-(bromomethyl)cyclohexyl]methyl)carbamate BrCC1CCC(CC1)CNC(OC(C)(C)C)=O